R-(-)-heptyl lactate C([C@H](O)C)(=O)OCCCCCCC